N1N=C(C=C1)C=1C=C(OC=2C(=C3C=CN(C3=CC2F)S(=O)(=O)C2=CC=C(C)C=C2)CO)C=CC1 (5-(3-(1H-pyrazol-3-yl)phenoxy)-6-fluoro-1-tosyl-1H-indol-4-yl)methanol